methylenebis(beta-oxonaphthoate) C(C=1C(C(C2=CC=CC=C2C1)C(=O)[O-])=O)C=1C(C(C2=CC=CC=C2C1)C(=O)[O-])=O